FC1=CC(=CC2=CN(N=C12)C1CCNCC1)C1=CC2=C(N=C(O2)C)C(=C1)C 6-[7-fluoro-2-(4-piperidyl)indazol-5-yl]-2,4-dimethyl-1,3-benzoxazole